CN(C(=O)CCCCCCCCC)C di-methyl-capramide